CN1[C@@H]([C@H](C(C=2C(=CC(=CC12)F)C(=O)OC(C(O)CO)CC#C)=O)C1=NC=NN1C)C1=CC=C(C=C1)F propargyl-glycerol (2S,3S)-METHYL-7-FLUORO-2-(4-FLUOROPHENYL)-3-(1-METHYL-1H-1,2,4-TRIAZOL-5-YL)-4-OXO-1,2,3,4-TETRAHYDROQUINOLINE-5-CARBOXYLATE